C(=O)(O)[C@@H](CC1=CC=C(C=C1)C1CCN(CC1)C(C=1C=C(C=CC1)C[C@H](C(=O)O)[C@@H]1CNCC1)C=1C=C(C=CC1)C[C@H](C(=O)O)[C@@H]1CNCC1)[C@@H]1CNCC1 (2S,2'S)-3,3'-(((4-(4-((S)-2-carboxy-2-((R)-pyrrolidin-3-yl)ethyl)phenyl)piperidin-1-yl)methylene)bis(3,1-phenylene))bis(2-((R)-pyrrolidin-3-yl)propanoic acid)